CC=1C=C(C=C(C1N1CCN(CC1)C)C)C1=NNC=2C1=NN(C(C2)=O)C2=C(C=CC=C2C)F 3-(3,5-Dimethyl-4-(4-methylpiperazin-1-yl)phenyl)-5-(2-fluoro-6-methylphenyl)-1H-pyrazolo[4,3-c]pyridazin-6(5H)-on